7-[3-methyl-1-(oxetan-3-yl)-1H-pyrazolo[3,4-b]pyrazin-6-yl]-2-[4-(trifluoromethyl)pyridin-2-yl]-2,7-diazaspiro[3.5]nonane CC1=NN(C2=NC(=CN=C21)N2CCC1(CN(C1)C1=NC=CC(=C1)C(F)(F)F)CC2)C2COC2